5-ethylsulfonyl-6-[7-methyl-3-(1,1,2,2,2-pentafluoroethyl)imidazo[4,5-c]pyridazin-6-yl]pyridine-3-carboxylic acid C(C)S(=O)(=O)C=1C=C(C=NC1C1=NC2=C(N=NC(=C2)C(C(F)(F)F)(F)F)N1C)C(=O)O